Cl.FC1=C(C=CC=C1)C=1N(C=C(C1)CNC)S(=O)(=O)C=1C=C(C=CC1)NS(=O)(=O)N N-(3-{[2-(2-fluorophenyl)-4-[(methylamino)methyl]-1H-pyrrol-1-yl]sulfonyl}phenyl)sulfamide hydrochloride